B(O)(O)O.C(CCCCCCCCCCC)(=O)N lauric acid amide borate